C(CCCCCCCCCCCCCCCCCCCCC)C1=CC(C=CC1=O)=O 6-docosyl-benzoquinone